6-(1-(5-methylpyridin-2-yl)-1-(perfluorophenyl)ethyl)pyridin-2(1H)-one CC=1C=CC(=NC1)C(C)(C1=C(C(=C(C(=C1F)F)F)F)F)C1=CC=CC(N1)=O